ClC1=CC=C(S1)CNC1=CC(=NN1)C1CCN(CC1)CC(C1=NC=CC=C1)(F)F N-[(5-chlorothiophen-2-yl)methyl]-3-{1-[2,2-difluoro-2-(pyridin-2-yl)ethyl]piperidin-4-yl}-1H-pyrazol-5-amine